5-(((2-((3,5-di-tert-butyl-2-hydroxybenzylidene)amino)phenyl)imino)methyl)-4-hydroxybenzaldehyde C(C)(C)(C)C=1C(=C(C=NC2=C(C=CC=C2)N=CC=2C(=CC=C(C=O)C2)O)C=C(C1)C(C)(C)C)O